[Cl-].[Cl-].[Ti+2].C1(C=CC2=CC=CC=C12)C1=C(C=CC=C1)C1=C(C=CC=C1)C1C=CC2=CC=CC=C12 [2,2'-bis(1-indenyl)biphenyl] titanium dichloride